((Benzo[d]thiazol-2-ylamino)(cyano)methyl)pyrrolidine-1-carbonitrile S1C(=NC2=C1C=CC=C2)NC(C#N)C2N(CCC2)C#N